OC=1C=C(C=CC1)CC(=O)NC=1SC(=C(N1)C=1C=C2CCN(C2=CC1)C(C1=C(C=CC=C1)C)=O)C 2-(3-hydroxyphenyl)-N-(5-methyl-4-(1-(2-methylbenzoyl)indolin-5-yl)thiazol-2-yl)acetamide